benzyl (8-(aminomethyl)-6-methylimidazo[1,2-a]pyrazin-2-yl)carbamate hydrochloride Cl.NCC=1C=2N(C=C(N1)C)C=C(N2)NC(OCC2=CC=CC=C2)=O